CN(CC(=O)N(C)C1CC(C1)C=1C=C2C(=C(NC2=CC1)C=1C=C(C=2N(C1)N=CN2)OC)C(C)C)C 2-(dimethylamino)-N-(3-(3-isopropyl-2-(8-methoxy-[1,2,4]triazolo[1,5-a]pyridin-6-yl)-1H-indol-5-yl)cyclobutyl)-N-methylacetamide